O1-tert-butyl O2-methyl (2S)-4-methylene-5-oxo-pyrrolidine-1,2-dicarboxylate C=C1C[C@H](N(C1=O)C(=O)OC(C)(C)C)C(=O)OC